FC=1C=C(C=C2C=CC=NC12)C1=NC(=NC=C1F)NC1=NC=C(C=N1)C1CCNCC1 8-Fluoro-6-(5-fluoro-2-((5-(piperidin-4-yl)pyrimidin-2-yl)amino)pyrimidin-4-yl)quinolin